C12CCC(CC1)N2CC(=O)C2=C(N(C1=CC(=CC=C21)CC2COC2)C2=CC=C(C=C2)Cl)C (7-azabicyclo[2.2.1]heptan-7-yl)-1-(1-(4-chlorophenyl)-2-methyl-6-(oxetan-3-ylmethyl)-1H-indol-3-yl)ethan-1-one